C(#N)[C@H](CC1=CC=C(C=C1)C=1C=CC2=C(N(C(O2)=O)C)C1)NC(=O)CC1(CCCCC1)NC(OC(C)(C)C)=O tert-butyl N-[1-({[(1S)-1-cyano-2-[4-(3-methyl-2-oxo-2,3-dihydro-1,3-benzoxazol-5-yl)phenyl]ethyl]carbamoyl}methyl)cyclohexyl]carbamate